Methyl (4S,7S,9aS)-4-({2-[(tert-butoxycarbonyl)(methyl)amino]-2-methylpropanoyl}amino)-8,8-dimethyl-5-oxooctahydropyrrolo[2,1-b][1,3]thiazepine-7-carboxylate C(C)(C)(C)OC(=O)N(C(C(=O)N[C@@H]1C(N2[C@@H](SCC1)CC([C@H]2C(=O)OC)(C)C)=O)(C)C)C